ClC1=C(NC2=C(NC3=C2C(NCC3)=O)C3=C(C=NC=C3)OC[C@]3(OCC3)C)C=CC=C1C 3-(2-chloro-3-methylanilino)-2-(3-{[(2S)-2-methyloxetan-2-yl]methoxy}pyridin-4-yl)-1,5,6,7-tetrahydro-4H-pyrrolo[3,2-c]pyridin-4-one